FC(C(=O)O)(F)F.CC1(C2C(NC(C12)=O)=O)C 6,6-dimethyl-3-azabicyclo[3.1.0]hexane-2,4-dione trifluoroacetate